NC1=NC2=CC(=CC=C2C=C1F)CN(C(=O)C=1C=NC(=NC1)C)C1=C(C=C(C=C1)F)S(=O)(=O)C N-[(2-amino-3-fluoroquinolin-7-yl)methyl]-N-(4-fluoro-2-methanesulfonylphenyl)-2-methylpyrimidine-5-carboxamide